C[Si]([Si]([Si]([Si]([Si]([Si]([Si]([Si](OCC)(OCC)OCC)(OCC)OCC)(OCC)OCC)(C=C)C=C)(C1=CC=CC=C1)C1=CC=CC=C1)(C)C)(C)C)(C)C heptamethyldiphenyl-divinyl-heptaethoxyoctasilane